(Tert-butyldimethylsilyl)[(1-methyl-1H-pyrazol-4-yl)(1-methylpiperidin-3-yl)-S-aminosulfonimidoyl]amine [Si](C)(C)(C(C)(C)C)NS(=O)(=NC1CN(CCC1)C)NC=1C=NN(C1)C